2-(2,6-Dibromo-4-((5-oxo-4-(4-(tri-fluoromethoxy)phenyl)-4,5-dihydro-1H-1,2,4-triazol-1-yl)methyl)phenoxy)-2-methylpropionic acid BrC1=C(OC(C(=O)O)(C)C)C(=CC(=C1)CN1N=CN(C1=O)C1=CC=C(C=C1)OC(F)(F)F)Br